C(#N)CCNCC1(CC(CC(C1)(C)C)NCCC#N)C 3-[[3-[[(2-cyanoethyl)amino]methyl]-3,5,5-trimethylcyclohexyl]amino]propionitrile